difluorodichloromethane ethyl-3-amino-2-(3-chlorophenyl)-2-hydroxypropanate C(C)OC(C(CN)(O)C1=CC(=CC=C1)Cl)=O.FC(Cl)(Cl)F